(2-(7-(2-(1H-Imidazol-1-yl)ethoxy)-1-(cyclopropylmethyl)-1H-pyrrolo[2,3-c]pyridin-2-yl)-4-methoxy-3-methylpyrazolo[1,5-a]pyridin-6-yl)((3R,5R)-3-amino-5-fluoropiperidin-1-yl)methanone N1(C=NC=C1)CCOC=1N=CC=C2C1N(C(=C2)C2=NN1C(C(=CC(=C1)C(=O)N1C[C@@H](C[C@H](C1)F)N)OC)=C2C)CC2CC2